FC1(NC=CC(=C1)N1N=C(C=C1)C(=O)N)OC (3r)-1-(2-fluoro-2-methoxypyridin-4-yl)-1H-pyrazole-3-carboxamide